C(\C=C/C\C=C/CCC)OC(CCCN)=O 4-aminobutyric acid-(2Z,5Z)-non-2,5-dien-1-yl ester